[Cl-].[Cl-].CC=1C(C2=CC=C(C(=C2C1)C(C)C)C(C)C)[Zr+2]C1C(=CC2=C(C(=CC=C12)C(C)C)C(C)C)C bis(2-methyl-4,5-diisopropyl-indenyl)zirconium dichloride